N,N-dimethyl-3-hexadecoxypropylamine CN(C)CCCOCCCCCCCCCCCCCCCC